CN1CCN(CC1)C=1C=C(C=CC1)NC(=O)[C@@H]1[C@H](N(C(C2=CC=CC=C12)=O)CC=1C=NC=CC1)C1=CC=C(C=C1)C(F)(F)F (3S,4S)-N-(3-(4-Methylpiperazin-1-yl)phenyl)-1-oxo-2-(pyridin-3-ylmethyl)-3-(4-(trifluoromethyl)phenyl)-1,2,3,4-tetrahydroisochinolin-4-carboxamid